N-(4-(chlorodifluoromethoxy)phenyl)-2'-oxo-4'-(1H-pyrazol-5-yl)spiro[cyclohexane-1,3'-indoline]-6'-carboxamide ClC(OC1=CC=C(C=C1)NC(=O)C1=CC(=C2C3(C(NC2=C1)=O)CCCCC3)C3=CC=NN3)(F)F